N=1C=C(C=2C1CNCC2)C(=O)O 6H,7H-pyrrolo[2,3-c]pyridine-3-carboxylic acid